ethyl 2-(5-(3,4-dihydro-2H-pyran-6-yl)-3-fluoro-2-methoxyphenyl)acetate O1CCCC=C1C=1C=C(C(=C(C1)CC(=O)OCC)OC)F